N1=C(C=CC=C1)C(=O)O (E)-2-pyridinecarboxylic acid